ClC=1C(=NC=C(C1)Cl)C(=O)N1CCC2(CC1)C(NC1=CC=C(C=C12)C(=O)OC)=O methyl 1'-(3,5-dichloropicolinoyl)-2-oxospiro[indoline-3,4'-piperidine]-5-carboxylate